Dimethyl Vinylphosphonate C(=C)P(OC)(OC)=O